CC1(C2CC(C(C1)C2)[Si](OCC)(OCC)OCC)C(=O)O[Si](C)(C)C(C)(C)C 2-methyl-2-tert-butyldimethylsiloxycarbonyl-5-triethoxysilylnorbornane